ethyl-(S)-4-(3-((tert-butoxycarbonyl)amino)-3-methylpyrrolidin-1-yl)-6-cyclopropyl-5-(3,5-difluorophenyl)nicotinic acid ethyl ester C(C)OC(C1=C(N=C(C(=C1N1C[C@@](CC1)(C)NC(=O)OC(C)(C)C)C1=CC(=CC(=C1)F)F)C1CC1)CC)=O